bis(butyl)dibutyltin bis(octyl maleate) C(CCCCCCC)/C(/C(=O)O)=C/C(=O)O.C(CCCCCCC)/C(/C(=O)O)=C/C(=O)O.C(CCC)[Sn](CCCC)(CCCC)CCCC